[OH-].[Li+].ClC=1C=CC(=C(C1)CC(=O)O)N1N=NN=C1 2-(5-chloro-2-(1H-tetrazol-1-yl)phenyl)acetic acid lithium hydroxide